methyl 4-[(1R)-1-[[6-(1-acetyl-4-fluoro-4-piperidyl)-8-methyl-7-oxo-pyrido[2,3-d]pyrimidin-4-yl]amino]ethyl]-3-fluoro-pyridine-2-carboxylate C(C)(=O)N1CCC(CC1)(F)C1=CC2=C(N=CN=C2N[C@H](C)C2=C(C(=NC=C2)C(=O)OC)F)N(C1=O)C